C(Cl)Cl Methylen chlorid